4-((3-methoxy-4-((4-((2-methyl-6-(methylcarbamoyl)phenyl)amino)-5-(trifluoromethyl)pyrimidin-2-yl)amino)phenyl)amino)adamantane COC=1C=C(C=CC1NC1=NC=C(C(=N1)NC1=C(C=CC=C1C(NC)=O)C)C(F)(F)F)NC1C2CC3CC(CC1C3)C2